BrC=1N(C2=CC(=CC=C2C1SC1=CC=CC(=N1)C(=O)O)Cl)C=1C=NN(C1)C 6-((2-bromo-6-chloro-1-(1-methyl-1H-pyrazol-4-yl)-1H-indol-3-yl)thio)picolinic acid